C1(CC1)C=1N=C(N2C1CN(CC2)C2=NC(N(C1=CC(=CC=C21)C2=C(C=CC=C2O)F)C=2C(=NC=CC2C)C(C)C)=O)C=C 4-(1-cyclopropyl-3-vinyl-5,6-dihydroimidazo[1,5-a]pyrazin-7(8H)-yl)-7-(2-fluoro-6-hydroxyphenyl)-1-(2-isopropyl-4-methylpyridin-3-yl)quinazolin-2(1H)-one